NC1=C(C(=NC=C1)C(=O)O)C(=O)O aminoquinolinic acid